[1,3]thiazolo[4,5-b]pyrazine S1C=NC2=NC=CN=C21